2-(4-chlorobenzyl)-N,8-dimethyl-N-(pyridin-3-ylmethyl)-4,5-dihydro-2H-furo[2,3-g]indazole-7-carboxamide ClC1=CC=C(CN2N=C3C4=C(CCC3=C2)OC(=C4C)C(=O)N(CC=4C=NC=CC4)C)C=C1